FC1=C(C=C(C=C1)/C=C/C(=O)OC)[N+](=O)[O-] methyl (E)-3-(4-fluoro-3-nitro-phenyl)prop-2-enoate